[N+](=O)([O-])C1=CC=C(C=C1)N1N=C(/C(/C1=O)=N/NC1=CC=C(C=C1)S(=O)(=O)O)C1=CC=C(C=C1)[N+](=O)[O-] 4-((2Z)-2-(1,3-bis(4-Nitrophenyl)-5-oxo-1,5-dihydro-4H-pyrazol-4-yliden)hydrazino)benzenesulfonic acid